2-(naphthalene-2-yl)-1,4-diphenyl-butane-1,4-dione C1=C(C=CC2=CC=CC=C12)C(C(=O)C1=CC=CC=C1)CC(=O)C1=CC=CC=C1